(R)-N-((R)-1-(6-bromo-5-methoxypyridin-2-yl)ethyl)-2-methylpropan-2-sulfinamide BrC1=C(C=CC(=N1)[C@@H](C)N[S@](=O)C(C)(C)C)OC